N-(5-bromobenzo[d]thiazol-2-yl)-4-fluoro-2-((4-methylphenyl)sulfonamido)benzamide BrC=1C=CC2=C(N=C(S2)NC(C2=C(C=C(C=C2)F)NS(=O)(=O)C2=CC=C(C=C2)C)=O)C1